((2S)-1-(((S)-1-hydroxy-3-((S)-2-oxopyrrolidin-3-yl)propan-2-yl)amino)-4-methyl-1-oxohexane-2-yl)carbamic acid OC[C@H](C[C@H]1C(NCC1)=O)NC([C@H](CC(CC)C)NC(O)=O)=O